(rac-(2S,3S)-2-(5-chlorothiophene-2-yl)-2-methyl-5-oxopyrrolidin-3-yl)carbamic acid benzyl ester C(C1=CC=CC=C1)OC(N[C@@H]1[C@@](NC(C1)=O)(C)C=1SC(=CC1)Cl)=O |r|